2-[(2S,3S)-3-aminobutan-2-yl]-5-chloro-N-[(furan-2-yl)methyl]-3-methylthieno[3,2-b]pyridin-7-amine N[C@H]([C@H](C)C1=C(C2=NC(=CC(=C2S1)NCC=1OC=CC1)Cl)C)C